3-acrylamidopropyltrimethoxysilane C(C=C)(=O)NCCC[Si](OC)(OC)OC